N[C@H]1CS(C2=C(N(C1=O)CC1=CC=C(C=C1)Cl)C=C(C=C2)C=2OC(=NN2)N2CC(OCC2)(F)F)(=O)=O (3R)-3-amino-5-[(4-chlorophenyl)methyl]-7-[5-(2,2-difluoromorpholin-4-yl)-1,3,4-oxadiazol-2-yl]-1,1-dioxo-2,3-dihydro-1λ6,5-benzothiazepin-4-one